(R)-3-[2-[3-[8-Amino-5-[1-(2-aminoethyl)pyrazol-4-yl]pyrido[3,4-d]pyrimidin-2-yl]phenyl]ethynyl]-3-hydroxy-1-methyl-pyrrolidin-2-one hydrochloride Cl.NC1=NC=C(C2=C1N=C(N=C2)C=2C=C(C=CC2)C#C[C@]2(C(N(CC2)C)=O)O)C=2C=NN(C2)CCN